3,4-Dihydro-6,7-dimethoxy-1-phenylisoquinoline COC=1C=C2CCN=C(C2=CC1OC)C1=CC=CC=C1